C(C=C)(=O)O.C(C=C)(=O)O.C(C=C)(=O)O.C(CC)OC(C(CO)(CO)CO)C propoxytrimethylolpropane triacrylate